N(N)C(OCC1COC2(COC2)C1)=S O-((2,5-dioxaspiro(3.4)octan-7-yl)methyl) hydrazinecarbothioate